N-(4-(N-(1-cyclohexylpropan-2-yl)sulfamoyl)naphthalen-1-yl)-2-methylbenzamide C1(CCCCC1)CC(C)NS(=O)(=O)C1=CC=C(C2=CC=CC=C12)NC(C1=C(C=CC=C1)C)=O